3-((5-(aminomethyl)-1-(4,4-difluorobutyl)-1H-benzo[d]imidazol-2-yl)methyl)-1-methyl-5-fluoro-1,3-dihydro-2H-benzo[d]imidazol-2-one NCC1=CC2=C(N(C(=N2)CN2C(N(C3=C2C=C(C=C3)F)C)=O)CCCC(F)F)C=C1